NC=1N(C2=C(N1)C=C(C=C2C#N)CC=2C=NN(C2)C)C 2-amino-3-methyl-6-[(1-methylpyrazol-4-yl)methyl]benzimidazole-4-carbonitrile